FC1=[NH+]C(=C(C=C1F)F)F 2,3,5,6-tetrafluoropyridinium